[2-[4-chloro-2-[2-methyl-5-[(3S)-oxolan-3-yl]pyrazol-3-yl]oxyphenyl]pyrimidin-5-yl]methanamine ClC1=CC(=C(C=C1)C1=NC=C(C=N1)CN)OC=1N(N=C(C1)[C@H]1COCC1)C